2-(7-(isoquinolin-4-yl)-6,8-dioxo-5,7-diazaspiro[3.4]octane-2-yl)benzonitrile C1=NC=C(C2=CC=CC=C12)N1C(NC2(CC(C2)C2=C(C#N)C=CC=C2)C1=O)=O